OC1=C(C(=CC(=C1CN(C(=O)N(C)C)C)CCCCC)O)C1CCCC(=C1)C 1-((2,6-dihydroxy-5'-methyl-4-pentyl-1',2',3',4'-tetrahydro-[1,1'-biphenyl]-3-yl)methyl)-1,3,3-trimethylurea